C(C1=CC=CC=C1)OC(=O)N1CC(C1)CO 3-(hydroxymethyl)azetidine-1-carboxylic acid benzyl ester